n-ethyl-4-[4-fluoro-2-(4-methyl-1,2,4-triazol-3-yl)phenyl]-6-[7-(trifluoromethyl)-1,3-benzoxazol-2-yl]Pyridin-2-amine C(C)NC1=NC(=CC(=C1)C1=C(C=C(C=C1)F)C1=NN=CN1C)C=1OC2=C(N1)C=CC=C2C(F)(F)F